Methyl 2-[4-(4,4,5,5-tetramethyl-1,3,2-dioxaborolan-2-yl)phenyl]-2-azaspiro[3.3]heptane-6-carboxylate CC1(OB(OC1(C)C)C1=CC=C(C=C1)N1CC2(C1)CC(C2)C(=O)OC)C